3-decadienal CCCCCC=CC(=O)C=C